(5-(2-methoxyethyl)-1,4,5,6-tetrahydropyrrolo[3,4-c]pyrazol-3-yl)(4-(2-(trifluoromethyl)phenyl)piperidin-1-yl)methanone COCCN1CC=2NN=C(C2C1)C(=O)N1CCC(CC1)C1=C(C=CC=C1)C(F)(F)F